FC1=C(C(=O)N2CCN(CC2)C2=NC=C(C=N2)/C=C/C(=O)NO)C=C(C=C1)CC1=NNC(C2=CC=CC=C12)=O (E)-3-(2-(4-(2-fluoro-5-((4-oxo-3,4-dihydrophthalazin-1-yl)methyl)benzoyl)piperazin-1-yl)pyrimidin-5-yl)-N-hydroxyacrylamide